ethyl (rac)-7-{5-ethyl-3-[1-hydroxy-3-(morpholin-4-yl) propyl]-1-methyl-1H-pyrazol-4-yl}-6-fluoro-3-[3-(naphthalen-1-yloxy) propyl]-1H-indole-2-carboxylate C(C)C1=C(C(=NN1C)[C@@H](CCN1CCOCC1)O)C=1C(=CC=C2C(=C(NC12)C(=O)OCC)CCCOC1=CC=CC2=CC=CC=C12)F |r|